(S)-2-(5-amino-5,7-dihydrospiro[cyclopenta[b]pyridine-6,4'-piperidin]-1'-yl)-6-methylpyrimidine-4-carbonitrile N[C@@H]1C=2C(=NC=CC2)CC12CCN(CC2)C2=NC(=CC(=N2)C#N)C